N-(2-(2-(2-amino-2-oxoethoxy)ethyl)-6-(thiophene-3-yl)-2H-indazol-5-yl)-2-(Pyridine-3-yl)thiazole-4-carboxamide NC(COCCN1N=C2C=C(C(=CC2=C1)NC(=O)C=1N=C(SC1)C=1C=NC=CC1)C1=CSC=C1)=O